FC(C=1C(=C(C=CC1)[C@@H](C)NC1=C2C(=C(N=N1)C)C=NC(=C2)C=2C=C(CN1CCC(CC1)C=1C=C3CN(C(C3=CC1)=O)C1C(NC(CC1)=O)=O)C=CC2)F)F 3-(5-(1-(3-(1-(((R)-1-(3-(difluoromethyl)-2-fluorophenyl)ethyl)amino)-4-methyl-pyrido[3,4-d]pyridazin-7-yl)benzyl)piperidin-4-yl)-1-oxoisoindolin-2-yl)piperidine-2,6-dione